4-[4-(3-Oxa-bicyclo[3.1.0]hex-6-ylamino)-6-(6-trifluoromethyl-pyridin-2-yl)-[1,3,5]triazin-2-ylamino]-pyridine-2-carbonitrile C12COCC2C1NC1=NC(=NC(=N1)C1=NC(=CC=C1)C(F)(F)F)NC1=CC(=NC=C1)C#N